ethyl 1-methyl-3-((trifluoromethoxy)methyl)-1H-pyrazole-5-carboxylate CN1N=C(C=C1C(=O)OCC)COC(F)(F)F